CN(C1CCC(CC1)NC=1N=CC2=C(N1)C1(C(N(C2)C2=CC(=C(C=C2)NS(=O)(=O)CC2=CC=C(C=C2)F)F)=O)CCC1)C N-(4-(2'-(((1r,4r)-4-(dimethylamino)cyclohexyl)amino)-7'-oxo-5'H-spiro[cyclobutane-1,8'-pyrido[4,3-d]pyrimidin]-6'(7'H)-yl)-2-fluorophenyl)-1-(4-fluorophenyl)methanesulfonamide